COC=1C=C(C=CC1OC)C(C=CC1=CC=C(C=C1)OC)=O 1-(3,4-dimethoxyphenyl)-3-(4-methoxyphenyl)prop-2-en-1-one